C(#N)C=1C=CC=C2NC[C@@H](NC12)[C@@H](C1=CC=CC=C1)NCCC1=CC(=C(C=C1)CC(=O)O)C 2-(4-(2-(((R)-((R)-8-cyano-1,2,3,4-tetrahydroquinoxalin-2-yl)(phenyl)methyl)amino)ethyl)-2-methylphenyl)acetic acid